[Cl-].BrC1=C(C=C(C=C1)[NH2+]C1=CC=CC=C1)F (S)-(4-bromo-3-fluorophenyl)(phenyl)ammonium chloride